2-ethylene 2,5-furandicarboxylate O1C2=CC=C1C(=O)OCCOC2=O